5,7-dichloro-3,4-dihydroisoquinoline-2(1H)-carboxylic acid tert-butyl ester C(C)(C)(C)OC(=O)N1CC2=CC(=CC(=C2CC1)Cl)Cl